(1R,3s,5S)-tert-butyl 3-(6-chloro-2-oxo-2,4-dihydro-1H-pyrido[2,3-d][1,3]oxazin-1-yl)-8-azabicyclo[3.2.1]octane-8-carboxylate ClC1=CC2=C(N(C(OC2)=O)C2C[C@H]3CC[C@@H](C2)N3C(=O)OC(C)(C)C)N=C1